ClC1=NC2=CC=C(C=C2C(=C1[N+](=O)[O-])NCC1=CC(=CC=C1)CN1CCCC1)C 2-chloro-6-methyl-3-nitro-N-(3-(pyrrolidin-1-ylmethyl)benzyl)quinolin-4-amine